NC1=NN2C(C=C(C=C2)C=2C=C(C(=NC2)OC)C(=O)NCC2=C(C=CC=C2)OCC2CCCCC2)=N1 5-{2-amino-[1,2,4]triazolo[1,5-a]pyridin-7-yl}-N-{[2-(cyclohexylmethoxy)phenyl]methyl}-2-methoxypyridine-3-carboxamide